FC1=C(C=CC=C1F)[C@H]1N(CC[C@H](C1)NC)C(=O)N1CC2(CCCC2)[C@@H](CC1)CN1C=NC2=CC=C(C=C2C1=O)F 3-(((R)-7-((2S,4R)-2-(2,3-Difluorophenyl)-4-(methylamino)piperidine-1-carbonyl)-7-azaspiro[4.5]decan-10-yl)methyl)-6-fluoroquinazolin-4(3H)-one